C(C)(C)N1C(=NC2=NC=C(C=C21)C2=CNC=1N=C(N=CC12)N[C@H](C(F)(F)F)C)C (S)-5-(1-isopropyl-2-methyl-1H-imidazo[4,5-b]pyridin-6-yl)-N-(1,1,1-trifluoropropan-2-yl)-7H-pyrrolo[2,3-d]pyrimidin-2-amine